4-(2,6,6-trimethyl-2-cyclohexen-1-yl)-3-methyl-3-buten-2-one CC=1C(C(CCC1)(C)C)C=C(C(C)=O)C